FC1=CC=C(C=C1)CCOC1=CC=C2C=CN(C2=C1)CCN[C@@H](CO)C (R)-2-((2-(6-(4-fluorophenylethoxy)-1H-indol-1-yl)ethyl)amino)propan-1-ol